[Cl-].OC(CC[N+](CC)(CC)CC)CO 3,4-dihydroxybutyltriethylammonium chloride